N-(6-(4-isopropyl-4H-1,2,4-triazol-3-yl)pyridin-2-yl)-4-m-tolyl-1H-pyrrole-2-carboxamide C(C)(C)N1C(=NN=C1)C1=CC=CC(=N1)NC(=O)C=1NC=C(C1)C=1C=C(C=CC1)C